C(C)(C)(C)OC(=O)N1CC(C1)OC=1C(N(C=C(C1)Br)C(F)F)=O 3-((5-bromo-1-(difluoromethyl)-2-oxo-1,2-dihydropyridin-3-yl)oxy)azetidine-1-carboxylic acid tert-butyl ester